6-chloro-N-methylpyridazine ClC1=CC=CNN1C